ClC=1SC2=C(N1)SC(=C2)C(=O)[O-] 2-chlorothieno[2,3-d]thiazole-5-carboxylate